1-(3-bromophenyl)-4-(2,2-dimethoxyethyl)piperazine BrC=1C=C(C=CC1)N1CCN(CC1)CC(OC)OC